BrC1=CC=C(C=C1)C(C)(C)C=1N=C(SC1)NC(=O)NCC=1C=NC(=C(C1)F)N1CCNCC1 1-(4-(2-(4-bromophenyl)-propan-2-yl)thiazol-2-yl)-3-((5-fluoro-6-(piperazin-1-yl)pyridin-3-yl)methyl)-urea